(4-chloro-2-methoxy-6-methyl-phenyl)boronic acid ClC1=CC(=C(C(=C1)C)B(O)O)OC